3,3-difluoropiperidine-1-carboxylic acid tert-butyl ester C(C)(C)(C)OC(=O)N1CC(CCC1)(F)F